[(4,5-dichloro-2-methoxyphenyl)([1-[(4R)-2,2-dimethyl-1,3-dioxolane-4-carbonyl]piperidin-4-yl])methyl](ethyl)amine ClC1=CC(=C(C=C1Cl)C(C1CCN(CC1)C(=O)[C@@H]1OC(OC1)(C)C)NCC)OC